BrC\C=C(\CC\C=C(\CCC=C(C)C)/C)/C (2E,6E)-1-bromo-3,7,11-trimethyldodecane-2,6,10-triene